4-[6-[2-(3-methylphenyl)-1,3-thiazol-4-yl]-2-[(oxolan-2-yl)methoxy]pyrimidin-4-yl]morpholine CC=1C=C(C=CC1)C=1SC=C(N1)C1=CC(=NC(=N1)OCC1OCCC1)N1CCOCC1